7-chloro-1,3-dimethyl-5-(1-methyl-7-(1-methyl-1H-pyrazol-4-yl)-2,3-dihydropyrido[3,4-b]pyrazin-4(1H)-yl)-1,6-naphthyridin-2(1H)-one ClC1=NC(=C2C=C(C(N(C2=C1)C)=O)C)N1C2=C(N(CC1)C)C=C(N=C2)C=2C=NN(C2)C